1,4-dichloro-2,3-difluorobenzene ClC1=C(C(=C(C=C1)Cl)F)F